O4-benzyl O1-tert-butyl 2-(hydroxymethyl)piperazine-1,4-dicarboxylate OCC1N(CCN(C1)C(=O)OCC1=CC=CC=C1)C(=O)OC(C)(C)C